3,4-diisopropylfuran C(C)(C)C1=COC=C1C(C)C